zinc 4-decenate C(CCC=CCCCCC)(=O)[O-].[Zn+2].C(CCC=CCCCCC)(=O)[O-]